N-(3-sulfamoyl-phenyl)-5-(trifluoro-methyl)pyridine-3-carboxamide S(N)(=O)(=O)C=1C=C(C=CC1)NC(=O)C=1C=NC=C(C1)C(F)(F)F